C(=O)C1=C(C=CC(=C1)C#N)C1=CC=CC=C1 formyl-[1,1'-biphenyl]-4-carbonitrile